C1(CCCCC1)OC1=CC2=C(CN(CCC2)C2=CC(=CC(=C2)C)C)C=C1 4-(7-(cyclohexyloxy)-1,3,4,5-tetrahydro-2H-benzo[c]azepine-2-yl)-2,6-dimethylbenzene